2-amino-3-cyano-4,5-dihydro-1H-pyrrole NC=1NCCC1C#N